FC=1C=C(O[C@@H]2C=3N(CCC2)N=C(N3)NC3[C@H]2CN(C[C@@H]3CC2)C2=NC=NC(=C2)C)C=CC1F (S)-8-(3,4-difluorophenoxy)-N-((1r,5S,8S)-3-(6-methylpyrimidin-4-yl)-3-azabicyclo[3.2.1]oct-8-yl)-5,6,7,8-tetrahydro-[1,2,4]triazolo[1,5-a]pyridin-2-amine